ClC1=C(C(=CC(=C1)C#N)Cl)NC=1N(C2=NC(=NC=C2N1)NC1CCOCC1)C1CCC(CC1)C(=O)N (1s,4s)-4-(8-(2,6-dichloro-4-cyanophenylamino)-2-(tetrahydro-2H-pyran-4-ylamino)-9H-purin-9-yl)cyclohexanecarboxamide